(R)-N-((S)-2-(dimethylamino)-3-(7-methyl-2-oxo-2,3-dihydrobenzo[d]oxazol-6-yl)propyl)-3-(2-methylpyrimidin-5-yl)-3-(1-(trifluoromethyl)cyclopropyl)propanamide CN([C@H](CNC(C[C@@H](C1(CC1)C(F)(F)F)C=1C=NC(=NC1)C)=O)CC1=C(C2=C(NC(O2)=O)C=C1)C)C